C1(CC1)C1=NC=NC(=C1C1=NN2C(N(C(C=C2)=O)C(C)C2=CC(=C(C=C2)C=2N(C=C(N2)C(F)(F)F)CC)F)=C1)OC 2-(4-cyclopropyl-6-methoxypyrimidin-5-yl)-4-(1-(4-(1-ethyl-4-(trifluoromethyl)-1H-imidazol-2-yl)-3-fluorophenyl)ethyl)pyrazolo[1,5-a]pyrimidin-5(4H)-one